FC(C1=NN=C2N1CCC(C2)C(=O)OC)F methyl 3-(difluoromethyl)-5,6,7,8-tetrahydro-[1,2,4]triazolo[4,3-a]pyridine-7-carboxylate